(3,5-di-tert-butylphenyl)(methyl)silicon C(C)(C)(C)C=1C=C(C=C(C1)C(C)(C)C)[Si]C